4-(4-amino-6-(2-fluoro-4-(2-fluoroacrylamido)phenyl)pyrazolo[5,1-f][1,2,4]triazin-5-yl)-2-methoxy-N-(2,2,2-trifluoroethyl)benzamide NC1=NC=NN2C1=C(C(=N2)C2=C(C=C(C=C2)NC(C(=C)F)=O)F)C2=CC(=C(C(=O)NCC(F)(F)F)C=C2)OC